FC1(CCN(CCC1)C1=NC2=CC(=CC=C2C=C1C(=O)NC1=CC=C(S1)C(=O)O)F)F 5-(2-(4,4-difluoroazepan-1-yl)-7-fluoroquinoline-3-carboxamido)thiophene-2-carboxylic acid